N1(C=CC2=CC=C3C(=C12)CCC3)P(OC3=C(C=1CCCCC1C=C3)C3=C(C=CC=1CCCCC31)OP(N3C=CC1=CC=CC=C31)N3C=CC1=CC=C2C(=C31)CCC2)N2C=CC3=CC=CC=C23 2,2'-bis(((7,8-dihydrocyclopenta[g]indol-1(6H)-yl)(1H-indol-1-yl)phosphaneyl)oxy)-5,5',6,6',7,7',8,8'-octahydro-1,1'-binaphthalene